C(C)(C)(C)OC(=O)N1[C@H](CC1)C(N(C)OC)=O.C1=CC=CC=2C3=CC=CC=C3N(C12)C1=CC=C(C=C1)C1(C2CC3CC(CC1C3)C2)C2=CC=C(C=C2)N2C3=CC=CC=C3C=3C=CC=CC23 2,2-bis(4-carbazol-9-yl-phenyl)adamantane (R)-tert-butyl-2-(methoxy(methyl)carbamoyl)azetidine-1-carboxylate